(2S)-2-(4-bromo-2-chlorophenoxy)-N-methoxypropanamide BrC1=CC(=C(O[C@H](C(=O)NOC)C)C=C1)Cl